(S)-2-amino-1-(3-fluoro-3-methylazetidin-1-yl)propan-1-one N[C@H](C(=O)N1CC(C1)(C)F)C